2-(4-methoxyphenyl)-7-fluoro-4H-pyrido[1,2-a]pyrimidin-4-one COC1=CC=C(C=C1)C=1N=C2N(C(C1)=O)C=C(C=C2)F